[Ta].[Gd] gadolinium-tantalum